C(C)(C)C=1C=C(C=C(C1N1C(=NC2=C1C=CC=C2)C2=CC=CC1=C2OC2=C1C=CC(=C2)C2=CC=CC=C2)C(C)C)C2=CC=CC=C2 1-(3,5-Diisopropyl-[1,1'-biphenyl]-4-yl)-2-(7-phenyldibenzo[b,d]furan-4-yl)-1H-benzo[d]imidazole